C1=CC=CC=2C3=CC=CC=C3C(C12)COC(=O)N([C@H](C(=O)O)C(C)C)C (2S)-2-[9H-fluoren-9-ylmethoxycarbonyl(methyl)amino]-3-methylbutanoic acid